CN1N=C(C=C1C)NC1=CC(=C(N=N1)C(=O)NC([2H])([2H])[2H])NC1=NC=CC(=C1OC)C1=NN(N=C1)C 6-[(1,5-dimethyl-1H-pyrazol-3-yl)amino]-4-{[3-methoxy-4-(2-methyl-2H-1,2,3-triazol-4-yl)pyridin-2-yl]amino}-N-(2H3)methylpyridazine-3-carboxamide